N-(4-((benzyloxy)methyl)phenyl)-5-(6-(cyclopropanesulfonamido)-5-methylpyrazin-2-yl)-2-fluorobenzamide C(C1=CC=CC=C1)OCC1=CC=C(C=C1)NC(C1=C(C=CC(=C1)C1=NC(=C(N=C1)C)NS(=O)(=O)C1CC1)F)=O